9-Ethyl-6,6-dimethyl-8-(4-morpholinopiperidin-1-yl)-3-(prop-1-yl-1-yl)-5,6-dihydro-11H-Benzo[b]carbazol-11-one C(C)C1=CC2=C(C(C=3NC4=CC(CC=C4C3C2=O)=CCC)(C)C)C=C1N1CCC(CC1)N1CCOCC1